BrC1=C2CC(C(C2=C(C=2CCCC12)Br)=O)C(C)C 4,8-Dibromo-2-isopropyl-3,5,6,7-tetrahydro-s-indacen-1(2H)-one